ClC=1C=C(C=2CCC=CC2C1F)C(=O)O 3-Chloro-4-fluoro-7,8-dihydronaphthalene-1-carboxylic acid